N-[5-(1H-benzimidazol-2-yl)-1-methyl-pyrazol-3-yl]-6-[(2S)-2-(hydroxymethyl)morpholin-4-yl]pyridine-3-carboxamide N1C(=NC2=C1C=CC=C2)C2=CC(=NN2C)NC(=O)C=2C=NC(=CC2)N2C[C@H](OCC2)CO